C[Si](N([Si](C)(C)C)CCCC[Si](OC)(OC)C)(C)C N,N-bis(trimethylsilyl)-aminobutylmethyldimethoxysilane